8-(Cyclobutylmethyl)-1,4-dioxaspiro[4.5]decane-8-carbonitrile C1(CCC1)CC1(CCC2(OCCO2)CC1)C#N